CN1N=C(C=C1C)NC1=NC=C(C(=N1)C1=CNC2=C(C=CC=C12)NC(C(N1CC(CC1)OC1=NC=CC=C1)=O)=O)C N-(3-(2-((1,5-dimethyl-1H-pyrazol-3-yl)amino)-5-methylpyrimidin-4-yl)-1H-indol-7-yl)-2-oxo-2-(3-(pyridin-2-yloxy)pyrrolidin-1-yl)acetamide